NC1=NC=CC(=C1Cl)SC1=NN2C(S1)=NC(=C2CO)N2CCC(CC2)(C)N (2-((2-amino-3-chloropyridin-4-yl)thio)-6-(4-amino-4-methylpiperidin-1-yl)imidazo[2,1-b][1,3,4]thiadiazol-5-yl)methanol